2-O-hexadecanoyl-1-mercapto-2-ethanol C(CCCCCCCCCCCCCCC)(=O)OCCS